5-(2-Fluoro-6-hydroxy-4-((3aR,6aS)-2-isopentyl-dihydro-cyclopenta[c]pyrrol-5-yl)phenyl)-1,2,5-thiadiazolidin-3-one 1,1-dioxide FC1=C(C(=CC(=C1)C1=C[C@@H]2C(CN(C2)CCC(C)C)=C1)O)N1CC(NS1(=O)=O)=O